CC=1C=NNC1[C@@H]1[C@@H](N(CCC1)C(=O)OCC(F)F)CO[C@@H]1CC[C@@H](CC1)C1=CC=CC=C1 2,2-difluoroethyl (CIS)-3-(4-methyl-1H-pyrazol-5-yl)-2-((((CIS)-4-phenyl-cyclohexyl)oxy)methyl)-piperidine-1-carboxylate